ethyl-benzenesulfonyl-chlorosilane C(C)[SiH](Cl)S(=O)(=O)C1=CC=CC=C1